7-chloro-1-cyclopropyl-6-fluoro-3-({[(2-methylpyridin-4-yl)methyl][(3S)-1-(pyridin-3-yl)piperidin-3-yl]Amino}methyl)-1,4-dihydroquinolin-4-one ClC1=C(C=C2C(C(=CN(C2=C1)C1CC1)CN([C@@H]1CN(CCC1)C=1C=NC=CC1)CC1=CC(=NC=C1)C)=O)F